2-((3-((S)-2-(4-chlorophenyl)-2-hydroxyethyl)-1,2,4-oxadiazol-5-yl)methyl)-5-(2-hydroxypropyl)-4-methylpyridazin-3(2H)-one ClC1=CC=C(C=C1)[C@H](CC1=NOC(=N1)CN1N=CC(=C(C1=O)C)CC(C)O)O